C(CCC)C(=C(OCC)CCCC)CCCC tributyl-(1-ethoxy)Ethylene